N=1NN=NC1C1=CC=C(N)C=C1 4-(2H-tetrazole-5-yl)aniline